((4-oxo-1,4-dihydropyrimidin-2-yl)amino)hexanoic acid O=C1N=C(NC=C1)NC(C(=O)O)CCCC